CN1N=CC2=CC=C(C=C12)C1N(CCCC1)S(=O)(=O)N (1-methyl-1H-indazol-6-yl)piperidine-1-sulfonamide